4-((2-cyanophenyl)thio)-6-(1-(2-hydroxyethyl)-1H-pyrazol-4-yl)pyrazolo[1,5-a]pyridine-3-carbonitrile C(#N)C1=C(C=CC=C1)SC=1C=2N(C=C(C1)C=1C=NN(C1)CCO)N=CC2C#N